2-[2-({[(9H-fluoren-9-yl)methoxy]Carbonyl}(methyl)amino)ethoxy]Hex-4-ynoic acid C1=CC=CC=2C3=CC=CC=C3C(C12)COC(=O)N(CCOC(C(=O)O)CC#CC)C